tetramethylcyclopentadienyl-dimethylsilanyl-2-methyl-4-(4-t-butylphenyl)indenyl-zirconium ditetrahydroborate [BH4-].[BH4-].CC=1C(=C(C(=C2C(=C(C(C12)[Zr+2][Si](C)(C)C1C=CC=C1)C)C)C1=CC=C(C=C1)C(C)(C)C)C)C